O1CCC(CC1)C1=CC=C(C=C1)CCC(=O)O 3-[4-(oxacyclohexan-4-yl)phenyl]propanoic acid